3,4-dibromo-1-methylpyridin-2-one BrC=1C(N(C=CC1Br)C)=O